C(#N)C(C(=O)NC(OCC)=O)=NNC1=CC(=C(C(=C1)Cl)OC1=CN(C(C=C1)=O)CCOC)Cl Ethyl (2-cyano-2-(2-(3,5-dichloro-4-((1-(2-methoxyethyl)-6-oxo-1,6-dihydropyridin-3-yl)oxy)phenyl)hydrazono)acetyl)carbamate